C(C(=C)C)(=O)OCCC[Si](OC)(OC)OC 3-Methacryloxypropyl-tri-methoxysilan